N-ethyl-N,2-dimethyl-2-hydroxypropionamide C(C)N(C(C(C)(O)C)=O)C